C(C)N(CCN(CCOC(N(CCC(=O)OCC(CCCCC)CCCCC)CCC)=O)CCOC(N(CCC(=O)OCC(CCCCC)CCCCC)CCC)=O)CC Bis(2-pentylheptyl) 9-(2-(diethylamino)ethyl)-5,13-dioxo-4,14-dipropyl-6,12-dioxa-4,9,14-triazaheptadecanedioate